BrC=1C=CC(=NC1C(F)F)C=1N=NN(C1C(=O)O)C 4-(5-bromo-6-(difluoromethyl)pyridin-2-yl)-1-methyl-1H-1,2,3-triazole-5-carboxylic acid